C(CCCCCCCCCCC)OS(O)(=O)=O laurylsulfuric acid